OC1=C(C=C(C=C1C(CC(C)(C)C)(C)C)C(C1=CC=CC=C1)(C)C)N1N=C2C(=N1)C=CC=C2 2-[2'-hydroxy-3'-(1,1,3,3-tetramethyl-butyl)-5'-(α,α-dimethyl-benzyl)-phenyl]benzotriazole